COC(=O)N1CC=2C3=C(C=CC2CC1)N(C(=N3)N3CCCCC3)[C@H](CC=3C=C(C(=O)O)C=CC3)C 3-[(2S)-2-[8-(methoxycarbonyl)-2-(piperidin-1-yl)-3H,6H,7H,8H,9H-imidazo[4,5-h]isoquinolin-3-yl]propyl]benzoic acid